2-(1-(tert-butyl)-3-methyl-1H-indazol-4-yl)-2-(3-((5-(5,6,7,8-tetrahydro-1,8-naphthyridin-2-yl)pentyl)oxy)azetidin-1-yl)acetic acid C(C)(C)(C)N1N=C(C2=C(C=CC=C12)C(C(=O)O)N1CC(C1)OCCCCCC1=NC=2NCCCC2C=C1)C